(R)-2-Fluoro-α-methyl-[1,1'-biphenyl]-4-acetic acid FC1=C(C=CC(=C1)[C@H](C(=O)O)C)C1=CC=CC=C1